CC(C)(C)OC(=O)N[C@@H](CC(C)C)C(=O)NCC(=O)O N-{[(2-methyl-2-propyl)oxy]carbonyl}-L-leucylglycine